2-ethoxy-5-propionamido-N-(1-(3-(thiazol-2-yl)phenyl)ethyl)benzamide C(C)OC1=C(C(=O)NC(C)C2=CC(=CC=C2)C=2SC=CN2)C=C(C=C1)NC(CC)=O